ClC1=NC=CC(=C1)OC1=C(N=C(S1)C1CC1)C1=CC=CC=C1 5-((2-chloropyridin-4-yl)oxy)-2-cyclopropyl-4-phenylthiazole